FC=1C=C(C=CC1B1OC(C(O1)(C)C)(C)C)CN1CCN(CC1)C(=O)OC(C)(C)C tert-butyl 4-[[3-fluoro-4-(4,4,5,5-tetramethyl-1,3,2-dioxaborolan-2-yl)phenyl]methyl]piperazine-1-carboxylate